butyl 2-[1-(2-methoxyethyl)pyrazol-3-ylsulfonyl]-4H,6H-pyrrolo[3,4-c]pyrazole-5-carboxylate COCCN1N=C(C=C1)S(=O)(=O)N1N=C2C(=C1)CN(C2)C(=O)OCCCC